1-(1,4-dioxaspiro[4.5]decan-8-yl)ethan-1-one O1CCOC12CCC(CC2)C(C)=O